C(C1=CC=CC=C1)N1C2=C(C(=C1)C)C(N(C2=O)CC2=CC=CC=C2)=O 1,5-dibenzyl-3-methylpyrrolo[3,4-b]pyrrole-4,6(1H,5H)-dione